C(CS)(=O)OCC(CO)(CO)CO pentaerythritol (thioglycolate)